C(C)(=O)O[C@H]1[C@H](O[C@@H]([C@@H]([C@H]1OC(C)=O)NC(C)=O)CC=C)COC(C)=O (2R,3R,4R,5S,6R)-5-acetamido-2-(acetoxymethyl)-6-allyltetrahydro-2H-pyran-3,4-diyl diacetate